FC1C(C1)C(=O)NC=1SC2=C(N1)C=CC(=C2)C2=NC=CC=C2C 2-fluoro-N-(6-(3-methylpyridin-2-yl)benzo[d]thiazol-2-yl)cyclopropane-1-carboxamide